ClC=1C=C(C=CC1F)NC(N(CC(C)C)[C@H](C)C1=CNC(C2=CC(=C(C=C12)F)F)=O)=O (R)-3-(3-chloro-4-fluorophenyl)-1-(1-(6,7-difluoro-1-oxo-1,2-dihydroisoquinolin-4-yl)ethyl)-1-isobutylurea